methyl 2-(8-oxabicyclo[3.2.1]oct-3-yl)-7-isopropoxylimidazo[1,2-a]pyridine-6-carboxylate C12CC(CC(CC1)O2)C=2N=C1N(C=C(C(=C1)OC(C)C)C(=O)OC)C2